ClC=1C=C(OC2=C(C=C(C=C2)N2C(N(C3=C2C=NC=C3)C=3C=C(C=CC3)NC(C=C)=O)=O)C)C=CC1 N-(3-(3-(4-(3-chlorophenoxy)-3-methylphenyl)-2-oxo-2,3-dihydro-1H-imidazo[4,5-c]pyridin-1-yl)phenyl)acrylamide